lauryl gallate (dodecyl 3,4,5-trihydroxybenzoate) C(CCCCCCCCCCC)C1=C(C(=O)O)C=C(C(=C1O)O)O.C(C1=CC(O)=C(O)C(O)=C1)(=O)OCCCCCCCCCCCC